C[C@@H](C(=O)N[C@H](CCC(=O)N[C@H](CCC[C@@H](C(=O)[O-])[NH3+])C(=O)N[C@H](C)C(=O)[O-])C(=O)[O-])[NH3+] The molecule is a peptide anion that is the conjugate base of L-Ala-gamma-D-Glu-meso-Dap-D-Ala, arising from deprotonation of the the three carboxy groups and protonation of both amino groups; major species at pH 7.3. It is a conjugate base of a L-Ala-gamma-D-Glu-meso-Dap-D-Ala.